ClC=1C=C(C=CC1F)C(C=1NC(=C(N1)C)S(=O)(=O)C)OC1CC(C1)CCCCC 2-[(3-chloro-4-fluorophenyl)-(3-pentylcyclobutyl)oxymethyl]-4-methyl-5-methylsulfonyl-1H-imidazole